[O-]CC.[Ti+4].ClC=1C=C(CNS(=O)C(C)(C)C)C=CC1F.[O-]CC.[O-]CC.[O-]CC N-(3-chloro-4-fluorobenzyl)-2-methylpropane-2-sulfinamide titanium (IV) ethoxide